FC1(CC[C@@H](N(C1)C(=O)C1=NC(=CC=C1C)NC1=NC=CC(=C1)CF)CNC(C)=O)F (R)-N-((5,5-Difluoro-1-(6-((4-(fluoromethyl)pyridin-2-yl)amino)-3-methylpyridine-2-Carbonyl)piperidin-2-yl)methyl)acetamide